C(C)(C)(C)[Si](Cl)(Cl)Cl tert-butyl-silicon trichloride